n-docosyl iodide C(CCCCCCCCCCCCCCCCCCCCC)I